C1CCC2=C(C=3CCCC3C=C12)NC(=O)N=[S@@](=O)(N)C=1C=C2C=NN(C2=CC1)C (S)-N'-((1,2,3,5,6,7-hexahydro-s-indacen-4-yl)carbamoyl)-1-methyl-1H-indazole-5-sulfonimidamide